FC(C(=O)[O-])(F)F.FC(C(=O)[O-])(F)F.FC(C(=O)[O-])(F)F.FC(C(=O)[O-])(F)F.[Cr+2].[Cr+2] dichromium(II) tetrakistrifluoroacetate